C1(=CC=C(C=C1)C=1C(=CC(C1)=O)C1=CC=C(C=C1)C(C)CCCCCBr)C=1C(=CC(C1)=O)C1=CC=C(C=C1)C(C)CCCCCBr 4,4'-(1,4-phenylene)bis(3-(4-(7-bromoheptan-2-yl)phenyl)cyclopenta-2,4-dien-1-one)